ClC=1C(=C(C=2CCCCC2C1)C(=O)OC)O Methyl 3-chloro-2-hydroxy-5,6,7,8-tetrahydronaphthalene-1-carboxylate